C[C@H]1CN(CCCN1)C(=O)O (S)-3-methyl-1,4-diazepane-1-carboxylic acid